BrC=1C=NN(C1C1=C(C#N)C(=CC(=C1F)NC1CCOCC1)OC1CC1)C 2-(4-bromo-1-methyl-1H-pyrazol-5-yl)-6-cyclopropoxy-3-fluoro-4-((tetrahydro-2H-pyran-4-yl)amino)benzonitrile